C(O)(O)=O.CCC=C 3-butene carbonate